1-((2-(4-(tert-Butyl)pyridin-2-yl)-1H-pyrrolo[2,3-c]pyridin-5-yl)thio)cyclopropane-1-carboxylic acid C(C)(C)(C)C1=CC(=NC=C1)C1=CC=2C(=CN=C(C2)SC2(CC2)C(=O)O)N1